C(C)(C)(C)C1=CC(=NO1)NC(=O)NC1=CC=C2/C(/C(NC2=C1)=O)=C/C1=C(N=CN1)C (Z)-1-(5-(tert-butyl)isoxazol-3-yl)-3-(3-((4-methyl-1H-imidazol-5-yl)methylene)-2-oxindol-6-yl)urea